C1(=CC=CC=C1)C1=CC(CCC1)=C(C(=O)OCC(CCCC)CC)C#N 2-ethylhexyl (3-phenyl-2-cyclohexen-1-ylidene)cyanoacetate